methyl 3-(3-(3-(7-chloroimidazo[1,2-a]pyridine-3-carboxamido)-5-fluoro-4-methylphenyl)-1,2,4-oxadiazol-5-yl)azetidine-1-carboxylate ClC1=CC=2N(C=C1)C(=CN2)C(=O)NC=2C=C(C=C(C2C)F)C2=NOC(=N2)C2CN(C2)C(=O)OC